FC1=CC=C(C(=O)N[C@@H](C(=O)NC2=CC=C(C=C2)S(=O)(=O)Cl)CC2=CC=CC=C2)C=C1 (R)-4-(2-(4-fluorobenzamido)-3-phenylpropionamido)benzene-1-sulfonyl chloride